ClC1=C(C=CC=C1)[C@H](C)NC=1C=NC(=NC1)C(=O)N[C@H](C)\C=C\S(=O)(=O)C 5-(((S)-1-(2-Chlorophenyl)ethyl)amino)-N-((R,E)-4-(methylsulfonyl)but-3-en-2-yl)pyrimidine-2-carboxamide